3-(2-bromo-6-fluoro-phenoxy)propionic acid BrC1=C(OCCC(=O)O)C(=CC=C1)F